C(C)(C)(C)OC(=O)N1CC(CC1)C1=CC(=NC=C1)C1=CC(=CC(=C1)C)C(=O)NN.ClC1=CC(=CC(=C1)[C@@H]1C([C@H]1C1=CC=C(C=C1)OC)(Cl)Cl)Cl trans-1,3-dichloro-5-(2,2-dichloro-3-(4-methoxyphenyl)cyclopropyl)benzene tert-butyl-3-(2-(3-(hydrazinecarbonyl)-5-methylphenyl)pyridin-4-yl)pyrrolidine-1-carboxylate